OC=1C=C2C(=NN(C2=CC1)C1OCCCC1)C=1C=NN(C1)CCCOCC[C@@H](C)CS(=O)(=O)[O-] [(1R)-3-[3-[4-(5-hydroxy-1-tetrahydropyran-2-yl-indazol-3-yl)pyrazol-1-yl]propoxy]-1-methyl-propyl]methanesulfonate